OC1=C(C=O)C(=CC=C1)OC[C@H]1N(CCOC1)C(C1=C(C=CC=C1)CCO)=O (S)-2-hydroxy-6-((4-(2-(2-hydroxyethyl)benzoyl)morpholin-3-yl)methoxy)benzaldehyde